FC=1C=C(C=C2C=CC(=NC12)N1CCN(CC1)C1COC1)CN1C[C@H]([C@@H](C1)COC)OC=1C=C2CN(C(C2=CC1)=O)[C@@H]1C(NC(CC1)=O)=O (3S)-3-(5-{[(3S,4S)-1-({8-fluoro-2-[4-(oxetan-3-yl)piperazin-1-yl]quinolin-6-yl}methyl)-4-(methoxymethyl)pyrrolidin-3-yl]oxy}-1-oxo-2,3-dihydro-1H-isoindol-2-yl)piperidine-2,6-dione